FC=1C=C(C=CC1F)N(C(NCC1CCC(CC1)COCC(=O)O)=O)C1=CC=CC=C1 2-(((1r,4r)-4-((3-(3,4-difluorophenyl)-3-phenyl-ureido)methyl)cyclohexyl)methoxy)acetic acid